N-(6-methyl-5-(3-(9-(tetrahydro-2H-pyran-2-yl)-9H-purin-6-yl)pyridin-2-ylamino)pyridin-3-yl)-4-(trifluoromethyl)picolinamide CC1=C(C=C(C=N1)NC(C1=NC=CC(=C1)C(F)(F)F)=O)NC1=NC=CC=C1C1=C2N=CN(C2=NC=N1)C1OCCCC1